OC=1C(=C2C(=C(N(C2=CC1)C1=CC=CC=C1)C1=CC=C(C=C1)OC)C(=O)N1CCC2(CC1)OCC1=CC=CC=C12)CN1CCCCC1 1'-(5-hydroxy-2-(4-methoxyphenyl)-1-phenyl-4-(piperidin-1-ylmethyl)-1H-indole-3-carbonyl)-3H-spiro[isobenzofuran-1,4'-piperidine]